6-ethyl-4-methyldecane C(C)C(CC(CCC)C)CCCC